[Cr](=O)(=O)(O)O.[Cr](=O)(=O)(O)O chromic acid, chromate salt